Cl.C(#C)C1=CC=C(C=N1)C(C(=O)N)=CC1=NC2(N=C1C1=CC=C(C=C1)C)CCNCC2 6-ethynylpyridin-3-yl-3-(3-(p-tolyl)-1,4,8-triazaspiro[4.5]dec-1,3-dien-2-yl)acrylamide hydrochloride